CN1CCN(CC1)CCNC=1SC=CN1 2-((2-(4-methylpiperazin-1-yl)ethyl)amino)thiazole